N-[(4-fluorophenyl)methyl]-5-[(4-methyl-3,4-dihydro-2H-1,4-benzoxazin-6-yl)sulfonyl]-1H,2H,3H,4H,5H,6H-pyrrolo[3,4-c]pyrrole-2-carboxamide FC1=CC=C(C=C1)CNC(=O)N1CC=2CN(CC2C1)S(=O)(=O)C=1C=CC2=C(N(CCO2)C)C1